ClC1=CC(=C(C=C1)C1=CC(=C(C=C1)C1CC1)C=1C(C(OC(C1O)(C)C)(C)C)=O)F 4-(4'-Chloro-4-cyclopropyl-2'-fluoro[1,1-biphenyl]-3-yl)-5-hydroxy-2,2,6,6-tetramethyl-2H-pyran-3(6H)-one